C(C)OC[C@@]1(CN(CC1)C(C=1C=NC=CC1)C1=CC=C(C=C1)F)CCC1=CC=C(C#N)C=C1 4-(2-((3S)-3-(ethoxymethyl)-1-((4-fluorophenyl)(pyridin-3-yl)methyl)pyrrolidin-3-yl)ethyl)benzonitrile